1-isopropyl-3-methylenecyclopentane C(C)(C)C1CC(CC1)=C